(2-[2-(amino)-ethoxy]-ethoxy)acetic acid NCCOCCOCC(=O)O